ClC1=CC2=C(N(C(N=C2N2[C@H](CN(CC2)C(C=C)=O)C)=O)C2=C(C=CC=C2CC)CC)N=C1N1[C@H](COCC1)C 6-chloro-1-(2,6-diethylphenyl)-7-((3S)-3-methyl-4-morpholinyl)-4-((2S)-2-methyl-4-(2-propenoyl)-1-piperazinyl)pyrido[2,3-d]pyrimidin-2(1H)-one